DIPHOSPHAT [O-]P([O-])(=O)OP(=O)([O-])[O-]